C(CCCCCCCCCCC)C1=CC=C(C=C1)S(=O)(=O)O 4-dodecylbenzensulfonic acid